[(3,5-dimethyl-4-oxocyclohexa-2,5-dien-1-ylidene)amino] 4-methoxybenzenesulfonate COC1=CC=C(C=C1)S(=O)(=O)ON=C1C=C(C(C(=C1)C)=O)C